tributyl citrate (tributyl citrate) C(CCC)C(C(C(C(=O)O)(CCCC)CCCC)(O)C(=O)O)C(=O)O.C(CC(O)(C(=O)OCCCC)CC(=O)OCCCC)(=O)OCCCC